N1(C=NC=C1)C=1C=C(C=CC1)CN[C@H](C(=O)O)CCC(C)(C)C (2S)-2-({[3-(1H-imidazol-1-yl)phenyl]methyl}amino)-5,5-dimethylhexanoic acid